2,2,2-trifluoro-1-p-tolylethanol FC(C(O)C1=CC=C(C=C1)C)(F)F